ClC1=CC=C(C(C2=CC=C(C=C2)Cl)O)C=C1 4,4'-dichlorobenzhydryl alcohol